C(C)(C)(C)OC([C@@H](CCC(=O)N[C@@H](CC(=O)OC(C)(C)C)C(=O)OC)N1CCN(CCN(CCN(CC1)CC(OC(C)(C)C)=O)CC(OC(C)(C)C)=O)CC(=O)OC(C)(C)C)=O 4-(tert-Butyl) 1-methyl ((R)-5-(tert-butoxy)-5-oxo-4-(4,7,10-tris(2-(tert-butoxy)-2-oxoethyl)-1,4,7,10-tetraazacyclododecan-1-yl)pentanoyl)-L-aspartate